1,1'-(3-methylene-1-propyne-1,3-diyl)bis[4-methoxybenzene] C=C(C#CC1=CC=C(C=C1)OC)C1=CC=C(C=C1)OC